tert-butyl 4-(2-(2,6-dimethylpyridin-4-yl)-3-methyl-1H-indol-6-yl)piperidine-1-carboxylate CC1=NC(=CC(=C1)C=1NC2=CC(=CC=C2C1C)C1CCN(CC1)C(=O)OC(C)(C)C)C